FCCN1C=C(C=2C1=NC=CC2CC2=CC=C(C=C2)C(F)(F)F)C(=O)N[C@@H](C)C2=CC=C(C(=O)OC)C=C2 methyl 4-[(1S)-1-[[1-(2-fluoroethyl)-4-[[4-(trifluoromethyl)phenyl]methyl]pyrrolo[2,3-b]pyridine-3-carbonyl]amino]ethyl]benzoate